CC=1N(N=C2C3=C(CC4(C12)CCC4)OC(=C3)C(=O)O)CC3=NC=CC=C3 Methyl-2'-[(pyridin-2-yl)methyl]-2',5'-dihydrospiro[cyclobutane-1,4'-furo[2,3-g]indazole]-7'-carboxylic acid